C(C=C)(=O)N1CC(C1)(C#N)C=CC1=NOC(=C1)C(F)(F)F 1-acryloyl-3-(2-(5-(trifluoromethyl)isoxazol-3-yl)vinyl)azetidine-3-carbonitrile